CCCCCCCCCCCCCCCCCCCCCCCCCC(=O)SCCNC(=O)CCNC(=O)[C@@H](C(C)(C)COP(=O)(O)OP(=O)(O)OC[C@@H]1[C@H]([C@H]([C@@H](O1)N2C=NC3=C(N=CN=C32)N)O)OP(=O)(O)O)O The molecule is a very long-chain fatty acyl-CoA that results from the formal condensation of the thiol group of coenzyme A with the carboxy group of hexacosanoic (cerotic) acid.. It has a role as a Saccharomyces cerevisiae metabolite. It derives from a hexacosanoic acid. It is a conjugate acid of a hexacosanoyl-CoA(4-).